N(N)C(=O)C=1C=CC(=NC1)CN(S(=O)(=O)CCCN1CCOCC1)C1=CC=CC=C1 N-((5-(hydrazinecarbonyl)pyridin-2-yl)methyl)-3-morpholino-N-phenylpropane-1-sulfonamide